[Fe].ClCCl dichloromethane iron